OC=1C=C2C(N(C=NC2=CC1)C1C2CN(CC12)C(=O)OC(C)(C)C)=O tert-butyl 6-(6-hydroxy-4-oxo-quinazolin-3-yl)-3-azabicyclo[3.1.0]hexane-3-carboxylate